CC1N(CC2(CCC2)C1)S(=O)(=O)C1=CC=C2CCN(CC2=C1)C(C)=O 1-(7-((7-Methyl-6-azaspiro[3.4]octan-6-yl)sulfonyl)-3,4-dihydroisoquinolin-2(1H)-yl)ethan-1-one